FC1=CC=C(C=C1)NC1=NC=C(C(=N1)N1C(=NC(=C1)C(=O)NC(CO)C1=CC=CC=C1)C)C 1-(2-((4-fluoro-phenyl)amino)-5-methylpyrimidin-4-yl)-N-(2-hydroxy-1-phenylethyl)-2-methyl-1H-imidazole-4-carboxamide